FC(C1=C(C=C2CCCN(C2=C1)C1=NN(C2=C1CN(CC2)C(C)=O)C2CCC1(OCCO1)CC2)C=2C=NN(C2)C)F 1-[3-[7-(difluoromethyl)-6-(1-methylpyrazol-4-yl)-3,4-dihydro-2H-quinolin-1-yl]-1-(1,4-dioxaspiro[4.5]decan-8-yl)-6,7-dihydro-4H-pyrazolo[4,3-c]pyridin-5-yl]ethanone